NC1=C(C=C(C(=N1)F)C1=CC=C(C=C1)N1C[C@@H](N([C@@H](C1)C)C(=O)OC(C)(C)C)C)C=1C=C2CCNC(C2=CC1)=O tert-butyl (2S,6R)-4-(4-(6-amino-2-fluoro-5-(1-oxo-1,2,3,4-tetrahydroisoquinolin-6-yl)pyridin-3-yl)phenyl)-2,6-dimethylpiperazine-1-carboxylate